4-chloro-N-(1-methylcyclopropyl)-3-nitrobenzenesulfonamide ClC1=C(C=C(C=C1)S(=O)(=O)NC1(CC1)C)[N+](=O)[O-]